6-amino-9-[(4R)-3,3-difluoro-[1,4'-bipiperidin]-4-yl]-7-(4-phenoxyphenyl)purin-8-one hydrochloride Cl.NC1=C2N(C(N(C2=NC=N1)[C@H]1C(CN(CC1)C1CCNCC1)(F)F)=O)C1=CC=C(C=C1)OC1=CC=CC=C1